3-[(2-aminoethyl)amino]propane sodium [Na].NCCNCCC